methyl (2-fluorocyclohexyl) sulfide FC1C(CCCC1)SC